C(C=C)(=O)N[C@@H]1[C@@H](CCCC1)NC(OC(C)(C)C)=O tert-Butyl ((1R,2S)-2-acrylamidocyclohexyl)carbamate